7,8-dihydrothieno[2,3-c]quinoline-4,9(5h,6h)-dione C1=CSC=2C(NC=3CCCC(C3C21)=O)=O